NC=1[C@](C[C@@H]([C@@](N1)(C)C=1C=C(C=CC1F)NC(=O)C1=NC=C(C=C1)Cl)F)(C)F N-(3-((2R,3S,5R)-6-amino-3,5-difluoro-2,5-dimethyl-2,3,4,5-tetrahydropyridin-2-yl)-4-fluorophenyl)-5-chloropyridinamide